[Dy].[Tb] terbium-dysprosium